2-(methylsulfonamido)-5-(pentafluoro-λ6-sulfanyl)benzoic acid CS(=O)(=O)NC1=C(C(=O)O)C=C(C=C1)S(F)(F)(F)(F)F